rac-(1S*,2S*)-N-(2-acetyl-5-chlorophenyl)-2-(4-methylpyrimidin-2-yl)cyclopropane-1-carboxamide C(C)(=O)C1=C(C=C(C=C1)Cl)NC(=O)[C@@H]1[C@H](C1)C1=NC=CC(=N1)C |r|